9-(4-chloro-2-fluoro-phenyl)-2,3-dimethyl-7-[(2S,4R)-2-(2-methyl-4-pyridyl)tetrahydropyran-4-yl]pyrimido[1,2-b]pyridazin-4-one ClC1=CC(=C(C=C1)C=1C=2N(N=C(C1)[C@H]1C[C@H](OCC1)C1=CC(=NC=C1)C)C(C(=C(N2)C)C)=O)F